4-[2-[(2-hydroxy-4-isopropyl-phenyl)methyl]-6-methoxy-3-(methoxymethyl)-3,4-dihydro-1H-isoquinolin-5-yl]-2-methyl-phenol OC1=C(C=CC(=C1)C(C)C)CN1CC2=CC=C(C(=C2CC1COC)C1=CC(=C(C=C1)O)C)OC